C1(CCCCCCC\C=C/CCCCCCO1)=O (9Z)-17-oxacycloheptadec-9-en-1-one